(2R,3S,4S,5R)-5-((bis(4-methoxyphenyl) (phenyl) methoxy) methyl)-2-(2,4-dioxo-3,4-dihydropyrimidin-1(2H)-yl)-4-fluorotetrahydrofuran-3-yl (2-cyanoethyl) diisopropylphosphoramidite C(C)(C)N(P(O[C@H]1[C@@H](O[C@@H]([C@@H]1F)COC(C1=CC=CC=C1)(C1=CC=C(C=C1)OC)C1=CC=C(C=C1)OC)N1C(NC(C=C1)=O)=O)OCCC#N)C(C)C